NC1=C2C(=NC=N1)N(N=C2C2=CC=C(C=C2)CNC(C2=C(C=CC(=C2)F)OC)=O)C2CCNCC2 N-({4-[4-amino-1-(piperidin-4-yl)pyrazolo[3,4-d]pyrimidin-3-yl]phenyl}methyl)-5-fluoro-2-methoxybenzamide